BrC1=CC=[N+](C2=CC=C(C=C12)C(=O)O)[O-] 4-bromo-6-carboxyquinoline 1-oxide